N,7-dibenzyl-1-isopentyloctahydro-3aH-3,6-methanopyrrolo[3,2-b]pyridine-3a-carboxamide C(C1=CC=CC=C1)NC(=O)C12NCC3C(C1N(CC2C3)CCC(C)C)CC3=CC=CC=C3